2-(3-(4-((1H-Pyrazol-4-yl)amino)-6-(dimethylamino)quinazolin-2-yl)phenoxy)-N-(tert-butyl)acetamide tristrifluoroacetic acid salt FC(C(=O)O)(F)F.FC(C(=O)O)(F)F.FC(C(=O)O)(F)F.N1N=CC(=C1)NC1=NC(=NC2=CC=C(C=C12)N(C)C)C=1C=C(OCC(=O)NC(C)(C)C)C=CC1